chlorobicyclo[1.1.1]pentylcarboxylic acid ClC1C2(CC1C2)C(=O)O